(S)-(1-(3-chloro-4-ethoxybenzyl)pyrrolidin-3-yl)methanamine hydrochloride Cl.ClC=1C=C(CN2C[C@@H](CC2)CN)C=CC1OCC